(R)-5-((3-(ethoxymethyl)-3-(phenoxy-methyl)pyrrolidin-1-yl)methyl)-2-methylpyridine C(C)OC[C@@]1(CN(CC1)CC=1C=CC(=NC1)C)COC1=CC=CC=C1